FC1CN(CCC1NC=1C=2C=C(N(C2C=CC1)CC(F)(F)F)C#CCNC1=C(C=C(C=C1)S(=O)(=O)C)OC)C N-(3-fluoro-1-methylpiperidin-4-yl)-2-(3-((2-methoxy-4-(methylsulfonyl)phenyl)amino)prop-1-yn-1-yl)-1-(2,2,2-trifluoroethyl)-1H-indol-4-amine